4-methyleneisochromane C=C1COCC2=CC=CC=C12